1,3,3a,4,5,9b-hexahydro-7-ethyl-5-(tetrahydro-2,5-bisoxyl-3-furyl)-naphtho[1,2-c]-furan-1,3-dione C(C)C=1C=C2C(CC3C(C(OC3=O)=O)C2=CC1)C1C(OC(C1)O)O